CN1N=CC(=C1)C=1C=C(CN2CCC3(CC2)COC2=C4CN(C(C4=CC=C23)=O)[C@H]2C(NC(CC2)=O)=O)C=CC1 (R)-3-(1'-(3-(1-methyl-1H-pyrazol-4-yl)benzyl)-6-oxo-6,8-dihydro-2H,7H-spiro[furo[2,3-e]isoindole-3,4'-piperidin]-7-yl)piperidine-2,6-dione